C(C)OC[C@@H](CC)NC(=O)C1CN(C1)C1=CC(=C2C(C(=CN(C2=N1)C1=NC=NS1)C(=O)O)=O)C 7-(3-{[(2R)-1-ethoxybutan-2-yl]carbamoyl}azetidin-1-yl)-5-methyl-4-oxo-1-(1,2,4-thiadiazol-5-yl)-1,4-dihydro-1,8-naphthyridine-3-carboxylic acid